(S)-3-(1-(4-(4-(1H-pyrazol-3-yl)pyrimidin-2-yl)piperazine-1-carbonyl)-4,5-dihydro-1H-pyrazol-5-yl)benzonitrile N1N=C(C=C1)C1=NC(=NC=C1)N1CCN(CC1)C(=O)N1N=CC[C@H]1C=1C=C(C#N)C=CC1